C(C1=CC=CC=C1)N1N=C(N=C1)C(=O)N[C@@H]1C(N(C=2N(CC1)N=C(C2)CN2CC(C2)OC)C)=O (S)-1-benzyl-N-(2-((3-methoxyazetidin-1-yl)methyl)-4-methyl-5-oxo-5,6,7,8-tetrahydro-4H-pyrazolo[1,5-a][1,3]diazepin-6-yl)-1H-1,2,4-triazole-3-carboxamide